2,2-dimethyl-5-phenylpiperazine-1-carboxylic acid benzyl ester C(C1=CC=CC=C1)OC(=O)N1C(CNC(C1)C1=CC=CC=C1)(C)C